((R)-1-(5-amino-3-(difluoromethyl)-2-fluorophenyl)ethyl)-2-methyl-6-(((S)-tetrahydrofurane-3-yl)oxy)pyrido[3,4-d]pyrimidin-4-amine NC=1C=C(C(=C(C1)[C@H](C)C1=C(N=CC=2N=C(N=C(C21)N)C)O[C@@H]2COCC2)F)C(F)F